OCC1N(C2=CC=CC=C2C1)C(=O)C1=C(C=C(C(=C1)OC)O[Si](C(C)C)(C(C)C)C(C)C)[N+](=O)[O-] (2-(hydroxymethyl)indolin-1-yl)(5-methoxy-2-nitro-4-((triisopropyl-silyl)oxy)phenyl)methanone